ClC1=CC(=C(C=C1)C1=NC=C(C=N1)[C@@H](CN)F)OC=1N(N=C(C1)C1CC1)C (2S)-2-[2-[4-chloro-2-(5-cyclopropyl-2-methylpyrazol-3-yl)oxyphenyl]pyrimidin-5-yl]-2-fluoroethanamine